3-(4-((4-(bromomethyl)-2-fluorobenzyl)thio)-1-oxoisoindolin-2-yl)piperidine-2,6-dione BrCC1=CC(=C(CSC2=C3CN(C(C3=CC=C2)=O)C2C(NC(CC2)=O)=O)C=C1)F